4-amino-5-cyclopropyl-1-(2-fluorobenzyl)-N-(tetrahydro-2H-pyran-4-yl)-1H-pyrazole-3-carboxamide NC=1C(=NN(C1C1CC1)CC1=C(C=CC=C1)F)C(=O)NC1CCOCC1